CC1=CC=CC(=N1)C1=C(N=CN1)C=1C=C2C=C(C=NC2=CC1)C(=O)OCCN1CC2C(CC1)NCC2 2-(1,2,3,3a,4,6,7,7a-octahydropyrrolo[3,2-c]pyridin-5-yl)ethyl 6-[5-(6-methyl-2-pyridyl)-1H-imidazol-4-yl]quinoline-3-carboxylate